CC(C)C1=C(C(=C(N1CC[C@H](C[C@H](CC(=O)O)O)O)C2=CC=C(C=C2)F)C3=CC=CC=C3)C(=O)NC4=CC=CC=C4 The molecule is a dihydroxy monocarboxylic acid that is a member of the drug class known as statins, used primarily for lowering blood cholesterol and for preventing cardiovascular diseases. It has a role as an environmental contaminant and a xenobiotic. It is an aromatic amide, a member of monofluorobenzenes, a statin (synthetic), a dihydroxy monocarboxylic acid and a member of pyrroles. It derives from a heptanoic acid. It is a conjugate acid of an atorvastatin(1-).